cinnamylaminopyrazolo[3,4-d]pyrimidine C(C=CC1=CC=CC=C1)NC1=NNC2=NC=NC=C21